N-(Benzo[b]thiophen-2-yl)-2-((4-formylphenyl)sulfonamido)benzamid S1C2=C(C=C1NC(C1=C(C=CC=C1)NS(=O)(=O)C1=CC=C(C=C1)C=O)=O)C=CC=C2